ClC=1C=C(C=CC1)N1CCN(CC1)C(CCC(CNC(OC(C)(C)C)=O)=O)=O tert-butyl N-[5-[4-(3-chlorophenyl) piperazin-1-yl]-2,5-dioxo-pentyl]carbamate